O=C1C2=C(C(C=3C4=CC(=CC=C4NC13)CC#N)=O)C=CC=C2 2-(6,11-dioxo-6,11-dihydro-5H-benzo[b]carbazol-2-yl)acetonitrile